(5-(5-chloro-2-methoxypyridin-4-yl)-1H-pyrazole-3-carbonyl)-N-(1-methyl-2,2-dioxo-3,4-dihydro-1H-benzo[c][1,2]thiazin-4-yl)piperidine-4-carboxamide ClC=1C(=CC(=NC1)OC)C1=CC(=NN1)C(=O)N1CCC(CC1)C(=O)NC1C2=C(N(S(C1)(=O)=O)C)C=CC=C2